CN(C)CC1=C(C(=CC(=C1)CN(C)C)CN(C)C)O 2,4,6-Tris(N,N-dimethylaminomethyl)phenol